L-leucinamide hydrochloride Cl.N[C@@H](CC(C)C)C(=O)N